ClC=1C(=NC=CC1)C(=O)N1CC(CC1)C1=C(C=C(C=O)C=C1)C1OCCCO1 4-(1-(3-Chloropyridinoyl)pyrrolidin-3-yl)-3-(1,3-dioxane-2-yl)benzaldehyde